N[C@@H]1CN(CC1)C1=CC(=CC(=N1)NC(=O)C1CC1)C=1C(=C(C=C(C1)F)C1=CC(=C(C=C1)N1C(N(C=C1)C)=O)Cl)O (S)-N-(6-(3-aminopyrrolidin-1-yl)-4-(3'-chloro-5-fluoro-2-hydroxy-4'-(3-methyl-2-oxo-2,3-dihydro-1H-imidazol-1-yl)-[1,1'-biphenyl]-3-yl)pyridin-2-yl)cyclopropanecarboxamide